tert-butyl 4-[7-[(4-fluoro-2-methyl-2,7a-dihydro-1,3-benzothiazol-6-yl) carbamoyl]-2-methyl-1-benzofuran-4-yl]piperazine-1-carboxylate FC1=CC(=CC2C1=NC(S2)C)NC(=O)C2=CC=C(C=1C=C(OC12)C)N1CCN(CC1)C(=O)OC(C)(C)C